IC1=NN(C2=NC=NC(=C21)N)C 3-IODO-1-METHYL-1H-PYRAZOLO[3,4-D]PYRIMIDIN-4-AMINE